(1-fluoro-1-((6-methoxypyridin-3-yl)sulfonyl)ethyl)-N-(pyridazin-4-yl)piperidine-1-carboxamide FC(C)(S(=O)(=O)C=1C=NC(=CC1)OC)C1N(CCCC1)C(=O)NC1=CN=NC=C1